(S)-2'-cyclopropyl-4-(3-((5-fluoropyridin-2-yl)thio)pyrrolidin-1-yl)-[1,1'-biphenyl]-3-carbaldehyde C1(CC1)C1=C(C=CC=C1)C1=CC(=C(C=C1)N1C[C@H](CC1)SC1=NC=C(C=C1)F)C=O